S(=O)(=O)([O-])OOS(=O)(=O)[O-].[NH4+].[Ce+3].S(=O)(=O)([O-])OOS(=O)(=O)[O-] cerium ammonium persulfate